C(CC)(=O)C1=NSC(=N1)NC(OC(C)(C)C)=O tert-butyl (3-propionyl-1,2,4-thiadiazole-5-yl)carbamate